ClC=1C=C(C(=O)C2=CC=C(C=C2)SC2=CC=C(C=C2)[S+](C2=CC=C(C=C2)F)C2=CC=C(C=C2)F)C=CC1 4-[4-(3-chlorobenzoyl)phenylthio]phenylbis(4-fluorophenyl)sulfonium